C(N)(=O)C=1C(=NN(C1)C1(C(CN(CC1)CC1=CC=C(C=C1)C=1OC(=CC1)C)F)CC#N)NC(OC)=O methyl N-[4-carbamoyl-1-[4-(cyanomethyl)-3-fluoro-1-[[4-(5-methyl-2-furyl)phenyl]methyl]-4-piperidyl]pyrazol-3-yl]carbamate